BrC=1C=CC(=NC1)C(=C)C(F)(F)F 5-bromo-2-[1-(trifluoromethyl)ethenyl]Pyridine